1,8-dihydroxyoctane OCCCCCCCCO